SC(CC(=O)O)C.SC(CC(=O)O)C.SC(CC(=O)O)C.C(O)C(C)(CO)CO trimethylol-ethane tris(3-mercaptobutyrate)